BrC1=CC(=CC2=CC=C3C(=C12)C(C(C3)C(=O)OCC)=O)OCOC ethyl 9-bromo-7-(methoxymethoxy)-1-oxo-2,3-dihydro-1H-cyclopenta[a]naphthalene-2-carboxylate